[N+](=O)([O-])C=1C=C(C=CC1)C=1C=C2C=CC(=NC2=CC1)N1CCC(CC1)C(=O)OCC ethyl 1-(6-(3-nitrophenyl)quinolin-2-yl)piperidine-4-carboxylate